NCCOC(CCC)(OCCN)OCCN 1-Amino-3-oxa-4,4-bis(1-amino-2-ethoxy)heptan